FC1=C(C=C(C=C1)B(O)O)C(=O)OC 4-fluoro-3-methoxycarbonylphenylboronic acid